C1(CC1)C1=NNC(=N1)C1CC2(CN(C2)C(=O)N2CC3(C2)CN(C3)CC3=CC(N(C=C3)CC(F)(F)F)=O)C1 4-[[2-[6-(3-cyclopropyl-1H-1,2,4-triazol-5-yl)-2-azaspiro[3.3]heptane-2-carbonyl]-2,6-diazaspiro[3.3]heptan-6-yl]methyl]-1-(2,2,2-trifluoroethyl)-2-pyridone